CC(CCCCCC)NC(C=C)=O N-2-octyl-acrylamide